5,7-bis-[(4-propylphenyl)methylene]-nonanol C(CC)C1=CC=C(C=C1)C=C(CCCCO)CC(CC)=CC1=CC=C(C=C1)CCC